((1E,3E)-2-methylbuta-1,3-diene-1,4-diyl)dibenzene C\C(=C/C1=CC=CC=C1)\C=C\C1=CC=CC=C1